ClCC(=O)C=1C=C2CC(C(NC2=C(C1)F)=O)(F)F 6-(2-chloroacetyl)-3,3,8-trifluoro-3,4-dihydroquinolin-2(1H)-one